C(C)(C)(C)OC(=O)N1CCC(CC1)S(=O)(=O)C=1C=NN(C1)C 4-((1-methyl-1H-pyrazol-4-yl)sulfonyl)piperidine-1-carboxylic acid tert-butyl ester